O=CCCC1=CC=C2CCCN(C2=N1)C(=O)[O-] 7-(3-oxopropyl)-3,4-dihydro-1,8-naphthyridine-1(2H)-carboxylate